BrC1=CN(C=2N=CN=C(C21)N)[C@@H]2O[C@@H]([C@H]([C@H]2F)O[Si](C)(C)C(C)(C)C)CO[Si](C)(C)C(C)(C)C 5-bromo-7-[(2R,3R,4R,5R)-4-[tert-butyl(dimethyl)silyl]oxy-5-[[tert-butyl(dimethyl)silyl]oxymethyl]-3-fluoro-tetrahydrofuran-2-yl]pyrrolo[2,3-d]pyrimidin-4-amine